(2-((phenoxypyridin-4-yl)methyl)isoxazol-5-yl)pyridin-2-amine O(C1=CC=CC=C1)C1=NC=CC(=C1)CN1OC(=CC1)C=1C(=NC=CC1)N